methyl (1s,4s)-2'-bromo-4-(3-chloroanilino)-5',6'-difluorospiro[cyclohexane-1,1'-indene]-4-carboxylate BrC=1C2(C3=CC(=C(C=C3C1)F)F)CCC(CC2)(C(=O)OC)NC2=CC(=CC=C2)Cl